N1N=CC=2C(CCCC12)=O 1,5,6,7-tetrahydroindazol-4-one